FC(C=1C=CC=2N(C1)C(=CN2)C2=NC=CC(=N2)N2CC1(CC1CC2)O)(F)F 3-[2-(6-trifluoromethyl-imidazo[1,2-a]pyridin-3-yl)-pyrimidin-4-yl]-3-aza-bicyclo[4.1.0]heptane-1-ol